imidazo[1,2-a]imidazole-5-carboxamide N=1C=2N(CC1)C(=CN2)C(=O)N